FC1=C(C=C(C=C1)NC(C=C)=O)NC1=NC(=NC=C1C1=CC=C(C=C1)OC)NC=1C=NN(C1)C N-(4-fluoro-3-((5-(4-methoxyphenyl)-2-((1-methyl-1H-pyrazol-4-yl)amino)pyrimidin-4-yl)amino)phenyl)acrylamide